Methyl ((1R,3R)-3-(3-methyl-2-oxo-6-((6-(quinolin-6-yl)pyridin-2-yl)amino)-2,3-dihydro-1H-imidazo[4,5-c]pyridin-1-yl)cyclopentyl)carbamate CN1C(N(C2=C1C=NC(=C2)NC2=NC(=CC=C2)C=2C=C1C=CC=NC1=CC2)[C@H]2C[C@@H](CC2)NC(OC)=O)=O